FC1=CC=C(C=C1)C(N1C[C@@H](N(C[C@H]1COC)C1=CC(N(C=2C=CC(=NC12)C#N)C)=O)C)C1=NOC=C1 8-((2S,5S)-4-((4-Fluorophenyl)(isoxazol-3-yl)methyl)-5-(methoxymethyl)-2-methylpiperazin-1-yl)-5-methyl-6-oxo-5,6-dihydro-1,5-naphthyridin-2-carbonitril